1-(5-(2,3-dichlorophenyl)pyrazin-2-yl)-4'H,6'H-spiro[piperidine-4,5'-pyrrolo[1,2-b]pyrazol]-4'-amine ClC1=C(C=CC=C1Cl)C=1N=CC(=NC1)N1CCC2(C(C=3N(N=CC3)C2)N)CC1